bis(pyridin-4-yl)-1,2,4,5-tetrazine N1=CC=C(C=C1)C1=NN=C(N=N1)C1=CC=NC=C1